2-allyl-4-bromobenzoic acid C(C=C)C1=C(C(=O)O)C=CC(=C1)Br